OC1(COC1)C1=CC=C(C=C1)NS(=O)(=O)N1CCC(CC1)OC1=CC=C(C=C1)C(F)(F)F N-(4-(3-hydroxyoxetan-3-yl)phenyl)-4-(4-(trifluoromethyl)phenoxy)piperidine-1-sulfonamide